C(#N)C=1C=C(C=CC1)C1=CC(=NC2=CC=C(C=C12)CCC)OCC(=O)O 2-{[4-(3-cyanophenyl)-6-propylquinolin-2-yl]oxy}acetic acid